C(C)OC1=CC(=C(C(=O)N2CC(N(CC2)C=2C(=NC(=CC2)C2=C(C=CC=C2)OCC)CN(S(=O)(=O)C2=CC=C(C=C2)[N+](=O)[O-])CCNS(=O)(=O)C2=C(C=CC=C2)[N+](=O)[O-])CC)C=C1)C(F)(F)F N-((3-(4-(4-ethoxy-2-(trifluoromethyl)benzoyl)-2-ethylpiperazin-1-yl)-6-(2-ethoxyphenyl)pyridin-2-yl)methyl)-4-nitro-N-(2-((2-nitrophenyl)sulfonamido)ethyl)benzenesulfonamide